5-(4-(3-Amino-5-cyclopropylpyridin-4-yl)-2-chloro-5-fluorobenzamido)-3-cyclopropyl-N-(2,2,2-Trifluoroethyl)pyridinamide sulfur [S].NC=1C=NC=C(C1C1=CC(=C(C(=O)NC=2C=C(C(=NC2)C(=O)NCC(F)(F)F)C2CC2)C=C1F)Cl)C1CC1